2-decylcyclopentan-1-one C(CCCCCCCCC)C1C(CCC1)=O